ClC1=C(C=CC(=C1)NC=1C=2N(C=CN1)C(=CN2)C=2C(=NNC2)C(F)(F)F)C(=O)N2CCN(CC2)C(=O)[C@H]2NC[C@@H](C2)O [2-chloro-4-[[3-[3-(trifluoromethyl)-1H-pyrazol-4-yl]imidazo[1,2-a]pyrazin-8-yl]amino]phenyl]-[4-[(2S,4R)-4-hydroxypyrrolidine-2-carbonyl]piperazin-1-yl]methanone